aminothiadiazol NC=1N=NSC1